6-(6-chloro-8-fluoro-4-(8-methyl-3,8-diazabicyclo[3.2.1]octan-3-yl)-2-(((S)-1-methylpyrrolidin-2-yl)methoxy)quinazolin-7-yl)-4-methyl-5-(trifluoromethyl)pyridin-2-amine ClC=1C=C2C(=NC(=NC2=C(C1C1=C(C(=CC(=N1)N)C)C(F)(F)F)F)OC[C@H]1N(CCC1)C)N1CC2CCC(C1)N2C